O1C=NNC1 1,3,4-oxadiazoline